(R)-1-(3-(3-ethyl-4-trifluoroethylpiperazine-1-carbonyl)-4-fluorobenzyl)quinazoline-2,4(1H,3H)-dione C(C)[C@@H]1CN(CCN1CC(F)(F)F)C(=O)C=1C=C(CN2C(NC(C3=CC=CC=C23)=O)=O)C=CC1F